COC1=C(C=CC=C1C1=NN(C=N1)C)NC1=C2C(=NC(=C1)NC1=NC=C(C=C1)C)NN(C2=O)C 4-((2-methoxy-3-(1-methyl-1H-1,2,4-triazol-3-yl)phenyl)amino)-2-methyl-6-((5-methylpyridin-2-yl)amino)-1H-pyrazolo[3,4-b]pyridin-3(2H)-one